2-amino-2-(4-chloro-3-fluorophenyl)acetic acid NC(C(=O)O)C1=CC(=C(C=C1)Cl)F